(S)-2-(4-(3-((4-chloro-2-methoxybenzyl)oxy)phenyl)-5,6-dihydro-1,2,4-Triazine-1(4H)-ylmethyl)-4-fluoro-1-(oxetan-2-ylmethyl)-1H-benzo[d]imidazole-6-carboxylic acid ClC1=CC(=C(COC=2C=C(C=CC2)N2C=NN(CC2)CC2=NC3=C(N2C[C@H]2OCC2)C=C(C=C3F)C(=O)O)C=C1)OC